N-(3-(10H-phenothiazin-10-yl)propyl)-N,N,3,7-tetramethyloct-6-en-1-aminium 4-methylbenzenesulfonate CC1=CC=C(C=C1)S(=O)(=O)[O-].C1=CC=CC=2SC3=CC=CC=C3N(C12)CCC[N+](CCC(CCC=C(C)C)C)(C)C